4-(4-methoxybenzyl)-4H-isothiazolo[5',4':4,5]pyrrolo[2,3-d]pyrimidine COC1=CC=C(CN2C3=C(C4=C2N=CN=C4)SN=C3)C=C1